α,α,β,β-Tetradeutero-N,N-dimethyltryptamine [2H]C(N(C)C)(C(C1=CNC2=CC=CC=C12)([2H])[2H])[2H]